7-chloronaphthalen ClC1=CC=C2C=CC=CC2=C1